(3-amino-2-bromo-phenyl)methanol NC=1C(=C(C=CC1)CO)Br